(1S,2S)-2-(((6-(4-((6-ethoxypyrazin-2-yl)amino)-3-methylisoxazol-5-yl)-2-methylpyridin-3-yl)oxy)methyl)cyclohexane-1-carboxylic acid C(C)OC1=CN=CC(=N1)NC=1C(=NOC1C1=CC=C(C(=N1)C)OC[C@@H]1[C@H](CCCC1)C(=O)O)C